tert-butyl 3-(4-((5-azido-7-(butylamino)-2H-pyrazolo[4,3-d]pyrimidin-2-yl)methyl)-3-methoxyphenyl)azetidine-1-carboxylate N(=[N+]=[N-])C=1N=C(C=2C(N1)=CN(N2)CC2=C(C=C(C=C2)C2CN(C2)C(=O)OC(C)(C)C)OC)NCCCC